C1(CCC(CC1)C(C)C)(C)C(=O)N menthaneFormamide